N-cyclopentyl-3-((4-(2,3-dichlorophenyl)piperazin-1-yl)(2'-fluoro-4-hydroxy-[1,1'-biphenyl]-3-yl)methyl)benzamide C1(CCCC1)NC(C1=CC(=CC=C1)C(C=1C=C(C=CC1O)C1=C(C=CC=C1)F)N1CCN(CC1)C1=C(C(=CC=C1)Cl)Cl)=O